IC1(CC(C[C@H](N)C(=O)O)=CC(=C1OC1=CC=C(C=C1)O)I)I 3,3,5-Triiodo-L-thyronine